4-[3-[2,6-Dichloro-4-[(2R,3S)-2-methyl-3-morpholin-4-ylazetidin-1-yl]benzoyl]-2,4-dihydro-1,3-benzoxazin-8-yl]-5-fluoro-2-(3-oxa-8-azabicyclo[3.2.1]octan-8-yl)benzoic acid ClC1=C(C(=O)N2COC3=C(C2)C=CC=C3C3=CC(=C(C(=O)O)C=C3F)N3C2COCC3CC2)C(=CC(=C1)N1[C@@H]([C@H](C1)N1CCOCC1)C)Cl